(1-Methyl-2-propenyl)oxydiphenylsilan CC(C=C)O[SiH](C1=CC=CC=C1)C1=CC=CC=C1